C(C)(C)(C)C1=CC=C(C=C1)C1=CC=C2C=C(NC2=C1)C(=O)OC methyl 6-(4-(tert-butyl) phenyl)-1H-indole-2-carboxylate